2-((4-chloro-2-fluorophenylthio)methyl)-6-(piperidin-4-yloxy)pyridine ClC1=CC(=C(C=C1)SCC1=NC(=CC=C1)OC1CCNCC1)F